tert-butyl 1-[[[5-[2-hydroxy-6-methyl-4-(trifluoromethyl)phenyl]oxazolo[4,5-b]pyridin-2-yl]amino]methyl]-2-azabicyclo[2.1.1]hexane-2-carboxylate OC1=C(C(=CC(=C1)C(F)(F)F)C)C1=CC=C2C(=N1)N=C(O2)NCC21N(CC(C2)C1)C(=O)OC(C)(C)C